1,3-bis{2-[4-(tert-butoxycarbonylamino)phenyl]propan-2-yl}benzene C(C)(C)(C)OC(=O)NC1=CC=C(C=C1)C(C)(C)C1=CC(=CC=C1)C(C)(C)C1=CC=C(C=C1)NC(=O)OC(C)(C)C